CNCC1=CC(=NC=C1)NC=1SC2=NC(=CC=C2N1)C=1C=NNC1 N-(4-((methylamino)-methyl)pyridin-2-yl)-5-(1H-pyrazol-4-yl)thiazolo-[5,4-b]pyridin-2-amine